1-Benzyl 3-tert-butyl 2,2-bis(14-(bis(benzyloxy)phosphoryl)tetradecyl)malonate C(C1=CC=CC=C1)OP(=O)(OCC1=CC=CC=C1)CCCCCCCCCCCCCCC(C(=O)OCC1=CC=CC=C1)(C(=O)OC(C)(C)C)CCCCCCCCCCCCCCP(=O)(OCC1=CC=CC=C1)OCC1=CC=CC=C1